CC=1N=C(OC1N1[C@@H](CCC1)C(=O)OC)CCCC1=CC=CC=C1 Methyl (4-methyl-2-(3-phenylpropyl)oxazol-5-yl)-L-prolinate